N1(CCC1)C(=O)C=1N=C2N(N1)[C@H](C[C@H]2F)C2=CC=CC=C2 |r| Azetidin-1-yl-[rac-(5R,7R)-7-fluoro-5-phenyl-6,7-dihydro-5H-pyrrolo[1,2-b][1,2,4]triazol-2-yl]methanon